NC(/C=C/CC1=NN(C=2N(C([C@@H]([C@@H](C21)C2=CC=C(C=C2)F)NC(C2=CC(=CC=C2)C(F)(F)F)=O)=O)CC)C2=CC=CC=C2)=O |r| rac-N-((4R-5R)-3-((E)-4-amino-4-oxobut-2-en-1-yl)-7-ethyl-4-(4-fluorophenyl)-6-oxo-1-phenyl-4,5,6,7-tetrahydro-1H-pyrazolo[3,4-b]pyridin-5-yl)-3-(trifluoromethyl)benzamide